(2S,3S,5R)-5-(2-benzylamino-6-oxo-1,6-dihydro-9H-purin-9-yl)-3-((tert-butyldimethylsilyl)oxy)tetrahydrofuran-2-carboxylic acid methyl ester COC(=O)[C@H]1O[C@H](C[C@@H]1O[Si](C)(C)C(C)(C)C)N1C=2N=C(NC(C2N=C1)=O)NCC1=CC=CC=C1